C1(CC1)C1=CC(=C2C(NC(N(C2=C1)C1=C(C=CC=C1)C)=O)=O)CC 7-cyclopropyl-5-ethyl-1-(o-tolyl)quinazoline-2,4(1H,3H)-dione